(1S)-1,3-dihydro-spiro[indene-2,4'-piperidine] N1CCC2(CC1)CC1=CC=CC=C1C2